cis-(S)-1-phenylethyl 2-aminospiro[3.3]heptane-6-carboxylate NC1CC2(C1)CC(C2)C(=O)O[C@@H](C)C2=CC=CC=C2